4-morpholino-N-[2-(m-tolyl)ethyl]-6-(4-pyridyl)thieno[3,2-d]pyrimidin-2-amine O1CCN(CC1)C=1C2=C(N=C(N1)NCCC=1C=C(C=CC1)C)C=C(S2)C2=CC=NC=C2